N-(3,3-diphenylpropyl)-6-methyl-2-(trifluoromethyl)thieno[2,3-d]pyrimidin-4-amine C1(=CC=CC=C1)C(CCNC=1C2=C(N=C(N1)C(F)(F)F)SC(=C2)C)C2=CC=CC=C2